1-(4-(1-Oxo-isoindolin-4-yl)phenyl)-3-(3-(trifluoromethoxy)phenyl)urea O=C1NCC2=C(C=CC=C12)C1=CC=C(C=C1)NC(=O)NC1=CC(=CC=C1)OC(F)(F)F